(R or S)-5-(2-(3-(ethoxymethyl)-1-(2-(6-methylpyridin-3-yl)propan-2-yl)pyrrolidin-3-yl)ethyl)-7-fluorothieno[3,4-b]pyrazine C(C)OC[C@]1(CN(CC1)C(C)(C)C=1C=NC(=CC1)C)CCC=1SC(=C2N=CC=NC21)F |o1:4|